CNCC#C n-methylpropargylamine